bis(4-((triisopropyl)silyl)phenyl)phosphonium chloride [Cl-].C(C)(C)[Si](C1=CC=C(C=C1)[PH2+]C1=CC=C(C=C1)[Si](C(C)C)(C(C)C)C(C)C)(C(C)C)C(C)C